C[C@H]1CN(CCC1)C(=O)[O-] (R)-3-methylpiperidine-1-carboxylate